COC(C(C)N1C(C2=CC(=CC=C2C1)C1=NC(=NC=C1Cl)NC1CCOCC1)=O)=O 2-(6-(5-chloro-2-((oxacyclohexan-4-yl)amino)pyrimidin-4-yl)-1-oxoisoindolin-2-yl)propanoic acid methyl ester